1-butylpyrrolidine-2-thione C(CCC)N1C(CCC1)=S